Cl.NCC(C(F)F)O 3-amino-1,1-difluoropropan-2-ol hydrochloride